pyrrolidine-carboxamide N1(CCCC1)C(=O)N